2-(2-chlorophenyl)-5-methyl-1,3,4-oxadiazole ClC1=C(C=CC=C1)C=1OC(=NN1)C